C\C(=C/COC1=CC=C(C=C1)[C@@H](CC(=O)O)C#CC)\CCC=C(C)C (3R)-3-(4-{[(2E)-3,7-dimethyloct-2,6-dien-1-yl]oxy}phenyl)hex-4-ynoic acid